OC(CCN1N=C2C=C(C(=CC2=C1)NC(=O)C=1N=C(SC1)C1=CC=NC=C1)C1=CC(=CC=C1)C(NC)=O)(C)C N-(2-(3-hydroxy-3-methylbutyl)-6-(3-(methylcarbamoyl)phenyl)-2H-indazol-5-yl)-2-(pyridin-4-yl)thiazole-4-carboxamide